N1[C@H](CCC1)COCCC(=O)N 3-[(2R)-pyrrolidin-2-ylmethoxy]propionamide